(R)-1-t-butoxycarbonyl-3-hydroxymethylpiperazine C(C)(C)(C)OC(=O)N1C[C@@H](NCC1)CO